C(C)N1C2=NC(=NC(=C2N=C1C(C)O)N1CCC(CC1)O)C1=CC(=CC=C1)C1=NN(C=C1)C 1-(9-ethyl-8-(1-hydroxyethyl)-2-(3-(1-methyl-1H-pyrazol-3-yl)phenyl)-9H-purin-6-yl)piperidin-4-ol